(S or R)-1-(5-((2,3-dihydro-[1,4]dioxino[2,3-b]pyridin-7-yl)sulfonyl)-3,4,5,6-tetrahydropyrrolo[3,4-c]pyrrol-2(1H)-yl)-3-hydroxy-2-(pyridin-2-yl)propan-1-one O1CCOC2=NC=C(C=C21)S(=O)(=O)N2CC1=C(C2)CN(C1)C([C@H](CO)C1=NC=CC=C1)=O |o1:22|